2-(6-(5-chloro-2-((oxocyclohex-4-yl)amino)pyrimidin-4-yl)-1-oxoisoindol-2-yl)-N-(2,3-dihydro-1H-inden-1-yl)acetamide ClC=1C(=NC(=NC1)NC1CCC(CC1)=O)C1=CC=C2CN(C(C2=C1)=O)CC(=O)NC1CCC2=CC=CC=C12